tert-butyl (tert-butoxycarbonyl)((trans-3-(3-cyclopropyl-4-(5-fluoro-3-methylpyridin-2-yl)-1H-pyrazol-1-yl)cyclobutyl)methyl)carbamate C(C)(C)(C)OC(=O)N(C(OC(C)(C)C)=O)C[C@@H]1C[C@H](C1)N1N=C(C(=C1)C1=NC=C(C=C1C)F)C1CC1